CN1N=CC(=C1C1=CC=C(N=N1)N(C)CC1CC12CCN(CC2)C(=O)OC(C)(C)C)C tert-Butyl 1-(((6-(1,4-dimethyl-1H-pyrazol-5-yl)pyridazin-3-yl)(methyl)amino)methyl)-6-azaspiro[2.5]octane-6-carboxylate